ClC1[C@H](C[C@@H](CO1)C(=O)OC(C)(C)C)O (S)-tert-butyl (5S)-6-chloro-5-hydroxy-3-oxanate